CS(=O)(=O)C=1C=C(C=CC1)C1CCN(CC1)C1=C(C(N(C2=CC=CC=C12)C)=O)C#N 4-{4-[3-(methylsulfonyl)phenyl]piperidin-1-yl}-1-methyl-2-oxo-1,2-dihydroquinoline-3-carbonitrile